C(C)(C)(C)C1=CC=C(C=C1)C(C(=O)C1=CC2=C(S1)C=C(C=C2)Cl)=C 2-(4-(tert-butyl)phenyl)-1-(6-chlorobenzo[b]thiophen-2-yl)prop-2-en-1-one